BrC1=CC(=C(CCN(CNC(C)=O)CNC(C)=O)C=C1OC)OC N,N'-(((4-bromo-2,5-dimethoxyphenethyl)azanediyl)-bis(methylene))diacetamide